C(CCCCCCC)(=O)C(C(=O)OCCC(OCCCCCC(CC)C)OCCCCCC(CC)C)CCCCCC 3,3-bis((6-methyloctyl)oxy)propan-1-ol caprylyl-caprylate